tert-Butyl 2-(2-(2-(4-(2-(4-methoxyphenyl)-4-methyl-5-oxo-4,5-dihydrothieno[3,2-b]pyridin-7-yl)benzamido)ethoxy)ethoxy)acetate COC1=CC=C(C=C1)C1=CC=2N(C(C=C(C2S1)C1=CC=C(C(=O)NCCOCCOCC(=O)OC(C)(C)C)C=C1)=O)C